sodium beta-aminopropionate NCCC(=O)[O-].[Na+]